C1(=CC=CC=C1)C(C(=O)NC=1SC=CC1C(=O)NCC1=CC=CC=C1)CC 2-(2-phenylbutyrylamino)-N-benzylthiophene-3-carboxamide